BrC=1C(=CSC1)C(C(=O)N(C)C)=O (4-bromo-3-thienyl)-N,N-dimethyl-2-oxo-acetamide